CC(C(=O)O)(C)C=1C=NN(C(C1)=O)C 2-methyl-2-(1-methyl-6-oxo-1,6-dihydropyridazin-4-yl)propanoic acid